p-tolylthiodinaphthyl-phosphine oxide C1(=CC=C(C=C1)SP(C1=CC=CC2=CC=CC=C12)(C1=CC=CC2=CC=CC=C12)=O)C